FC1=C(C=C(NC)C=C1)C 4-fluoro-N,3-dimethyl-aniline